[(3E)-3-[(4-chlorophenyl)methylidene]-5,7-dimethyl-1,2-dihydrocyclopenta[b]quinolin-9-yl]-piperidin-2-ylmethanol ClC1=CC=C(C=C1)\C=C\1/CCC=2C1=NC=1C(=CC(=CC1C2C(O)C2NCCCC2)C)C